CN1N=C(C2=CC=CC(=C12)OC1CCN(CC1)C(\C=C\CC)=O)C1C(NC(CC1)=O)=O (E)-3-(1-methyl-7-((1-(pent-2-enoyl)piperidin-4-yl)oxy)-1H-indazol-3-yl)-piperidine-2,6-dione